gold tricarboxyammonium salt C(=O)(O)[NH+](C(=O)O)C(=O)O.[Au+3]